(7s,9r)-7-(4-(5-(3,3-difluorocyclobutyl)-1,2,4-oxadiazol-3-yl)-4-(trifluoromethyl)piperidine-1-carbonyl)-9-hydroxy-6-azaspiro[3.5]nonane-6-carboxylic acid tert-butyl ester C(C)(C)(C)OC(=O)N1CC2(CCC2)[C@@H](C[C@H]1C(=O)N1CCC(CC1)(C(F)(F)F)C1=NOC(=N1)C1CC(C1)(F)F)O